The molecule is a monocarboxylic acid anion resulting from the removal of a proton from the carboxylic acid group of dihydroorotic acid. It derives from an orotate. It is a conjugate base of a dihydroorotic acid. C1C(NC(=O)NC1=O)C(=O)[O-]